ethyl-4-(1-(5-fluoropyridyl)pyrrolidin-3-yl)biphenyl-3-carbaldehyde C(C)C1=C(C=CC(=C1C=O)C1CN(CC1)C1=NC=C(C=C1)F)C1=CC=CC=C1